CC(\C=C/C)C1=CC=C(C=C1O)O 6-[(Z)-pent-3-en-2-yl]benzene-1,3-diol